FCCOC1=C(C=CC(=C1)S(=O)(=O)C)NCC#CC=1N(C=2C=CC=C(C2C1)NC1CCC(CC1)N1CC2(COC2)C1)CC(F)(F)F 2-(3-{[2-(2-fluoroethoxy)-4-methanesulfonylphenyl]amino}prop-1-yn-1-yl)-N-[(1R,4R)-4-{2-oxa-6-azaspiro[3.3]heptan-6-yl}cyclohexyl]-1-(2,2,2-trifluoroethyl)-1H-indol-4-amine